1-(4-methoxyphenyl)-benzimidazole COC1=CC=C(C=C1)N1C=NC2=C1C=CC=C2